CC1=NC(=CC=C1N1CCN(CC1)CC=1C=CC=2C3=C(C(NC2C1)=O)C(=NO3)C)C(NC)=O 7-((4-(2-methyl-6-(methylcarbamoyl)pyridin-3-yl)piperazin-1-yl)methyl)-3-methylisoxazolo[4,5-c]quinolin-4(5H)-one